5-bromo-1-[(1S,2S)-1-cyano-2-(phenylmethoxymethyl)cyclopropyl]-N-methyl-N-phenylindole-2-Carboxamide BrC=1C=C2C=C(N(C2=CC1)[C@@]1([C@H](C1)COCC1=CC=CC=C1)C#N)C(=O)N(C1=CC=CC=C1)C